C(C)N1C(=C(C2=CC(=CC=C12)B1OC(C(O1)(C)C)(C)C)CC(CO)(C)C)C=1C=C(C=NC1[C@H](C)OC)N1CCN(CC1)C(=O)OCC1=CC=CC=C1 benzyl (S)-4-(5-(1-ethyl-3-(3-hydroxy-2,2-dimethylpropyl)-5-(4,4,5,5-tetramethyl-1,3,2-dioxaborolan-2-yl)-1H-indol-2-yl)-6-(1-methoxyethyl)pyridin-3-yl)piperazine-1-carboxylate